(3-methyloxetan-3-ylamino)-but-2-enamide CC1(COC1)NC(C(=O)N)=CC